6-fluoro-1,4-dioxa-8-azaspiro[4.5]decane FC1C2(OCCO2)CCNC1